2-(4-fluorophenyl)-7-{6-methyl-4-[(1-methylcyclopropyl)amino]furo[2,3-d]pyrimidine-5-carbonyl}-3h,4h,5h,6h,7h,8h-pyrido[3,4-d]pyrimidin-4-one FC1=CC=C(C=C1)C=1NC(C2=C(N1)CN(CC2)C(=O)C2=C(OC=1N=CN=C(C12)NC1(CC1)C)C)=O